cis-stilben C1(=CC=CC=C1)\C=C/C1=CC=CC=C1